3-(4-fluorophenylmethyl)-N-((1-methylpiperidin-2-yl)methyl)pyrazin-2-amine FC1=CC=C(C=C1)CC=1C(=NC=CN1)NCC1N(CCCC1)C